tert-butyl N-[(3S)-8-[5-(1-cyano-1-methyl-ethyl)-1,3,4-oxadiazol-2-yl]-5,5,7-trifluoro-2-oxo-1-[[6-[4-(trifluoromethyl)phenyl]-3-pyridyl]methyl]-3,4-dihydro-1-benzazepin-3-yl]carbamate C(#N)C(C)(C)C1=NN=C(O1)C1=CC2=C(C(C[C@@H](C(N2CC=2C=NC(=CC2)C2=CC=C(C=C2)C(F)(F)F)=O)NC(OC(C)(C)C)=O)(F)F)C=C1F